Methyl (S)-3-(5-((tert-butyldimethylsilyl)oxy)-2-((2-(2-methoxyphenyl)pyrimidin-4-yl)methoxy)phenyl)-2-((5-chloro-4-iodoisothiazolo[5,4-c]pyridin-3-yl)oxy)propanoate [Si](C)(C)(C(C)(C)C)OC=1C=CC(=C(C1)C[C@@H](C(=O)OC)OC1=NSC2=CN=C(C(=C21)I)Cl)OCC2=NC(=NC=C2)C2=C(C=CC=C2)OC